[1,3]dioxolo[4,5-c]pyran-4-carboxamide O1COC=2C(OC=CC21)C(=O)N